NC1=NC=CC(=N1)N1CC(CC1)(C(=O)OC)C methyl 1-(2-aminopyrimidin-4-yl)-3-methylpyrrolidine-3-carboxylate